3-(3,4-dichlorophenyl)-6-methyl-3H,4H,6H,7H-pyrano[3,4-d]imidazol-4-one ClC=1C=C(C=CC1Cl)N1C=NC2=C1C(OC(C2)C)=O